1-(2,2-dimethoxyethyl)-5-ethoxy-6-(ethoxycarbonyl)-4-oxo-1,4-dihydropyridine-3-carboxylic acid COC(CN1C=C(C(C(=C1C(=O)OCC)OCC)=O)C(=O)O)OC